4-pentenamide-2-d C(C(CC=C)[2H])(=O)N